4-(2-chloro-6-fluorophenylmethyl)-6-(4-fluorophenylethoxy)-2H-benzo[b][1,4]thiazin-3(4H)-one ClC1=C(C(=CC=C1)F)CN1C2=C(SCC1=O)C=CC(=C2)OCCC2=CC=C(C=C2)F